((1S,2S,SR)-3-methyl-3-azabicyclo[3.1.0]hexan-2-yl)methanol CN1[C@@H]([C@H]2C[C@@H]2C1)CO |&1:5|